FC=1C=CC(=C(C(=O)NCC2=C3C=NN(C3=C(C=C2)C(=O)OC)COCC[Si](C)(C)C)C1)OC methyl 4-((5-fluoro-2-methoxybenzamido)methyl)-1-((2-(trimethylsilyl)ethoxy)methyl)-1H-indazole-7-carboxylate